2-chloro-5-(3,5-dichloro-2-pyridinyl)-4-fluoro-benzenesulfonyl chloride ClC1=C(C=C(C(=C1)F)C1=NC=C(C=C1Cl)Cl)S(=O)(=O)Cl